NC1=C(C(N(C2=NC(=CC=C12)C(F)(F)F)C=1C(=NC(=CC1)N)C)=O)C(=O)OC methyl 4-amino-1-(6-amino-2-methylpyridin-3-yl)-2-oxo-7-(trifluoromethyl)-1,2-dihydro-1,8-naphthyridine-3-carboxylate